C(C)(C)(C)C1=CC=C(C(=N1)N(N=O)C1=C(C=C(C=C1C)C)C)C#N N-(6-tert-butyl-3-cyano-2-pyridyl)-N-(2,4,6-trimethylphenyl)nitrous amide